2-(4-((2S,5R)-2,5-Dimethylpiperazin-1-yl)-5-(3-methylpyrazin-2-yl)-7H-pyrrolo[2,3-d]pyrimidin-7-yl)isonicotinonitrile C[C@@H]1N(C[C@H](NC1)C)C=1C2=C(N=CN1)N(C=C2C2=NC=CN=C2C)C=2C=C(C#N)C=CN2